5-(1-fluoro-3-hydroxy-7-(isopentylamino)-5,6,7,8-tetrahydronaphthalen-2-yl)isothiazol-3(2H)-one 1,1-dioxide FC1=C(C(=CC=2CCC(CC12)NCCC(C)C)O)C1=CC(NS1(=O)=O)=O